NCC=1N=C(NC1)C1=C(OCC=2C=C(C#N)C=CC2)C=C(C=C1)OCC1=C(C(=CC=C1)C1=CC=CC=C1)C 3-[[2-[4-(aminomethyl)-1H-imidazol-2-yl]-5-[(2-methyl-3-phenyl-phenyl)methoxy]phenoxy]methyl]benzonitrile